C1(=CC=CC=C1)S(=O)(=O)ON=CC#N (benzenesulfonyloxy)iminoacetonitrile